C(C)(=O)N1CC(C2(CCN(CC2)C=2N=CC(=NC2)SC=2C(=C(C=CC2)C2CCCC=3N2C(C(=C(N3)O)C(=O)N)=O)Cl)CC1)N (3-((5-(9-acetyl-7-amino-3,9-diazaspiro[5.5]undec-3-yl)pyrazin-2-yl)thio)-2-chlorophenyl)-2-hydroxy-4-oxo-6,7,8,9-tetrahydro-4H-pyrido[1,2-a]pyrimidine-3-carboxamide